6-(5-chloro-1,3-benzothiazol-2-yl)spiro[3.3]heptan-2-amine ClC=1C=CC2=C(N=C(S2)C2CC3(CC(C3)N)C2)C1